5-chloro-2-methoxy-N-[(5S)-5-methyl-5,6-dihydropyrazolo[1,5-d]pyrido[3,2-f][1,4]oxazepin-10-yl]benzenesulfonamide ClC=1C=CC(=C(C1)S(=O)(=O)NC1=CC=2C=3N([C@H](COC2N=C1)C)N=CC3)OC